N-(1,3-Benzooxazol-5-yl)-2-[3-(methylpiperidin-1-yl)-6-oxopyridazin-1(6H)-yl]acetamide O1C=NC2=C1C=CC(=C2)NC(CN2N=C(C=CC2=O)N2C(CCCC2)C)=O